BrC=1C(=CC=2N=CN=C(C2N1)NC1=CC(=C(C=C1)OC1=CC2=C(N(N=N2)C)C=C1)C)F 6-bromo-7-fluoro-N-[3-methyl-4-(1-methylbenzotriazol-5-yl)oxy-phenyl]pyrido[3,2-d]pyrimidin-4-amine